1-((1-(tert-Butoxycarbonyl)azetidin-3-yl)methyl)-2-(1-(cyclopropylmethyl)-6-methoxy-1H-pyrrolo[2,3-b]pyridin-2-yl)-7-methoxy-1H-benzo[d]imidazole-5-carboxylic acid methyl ester COC(=O)C1=CC2=C(N(C(=N2)C2=CC=3C(=NC(=CC3)OC)N2CC2CC2)CC2CN(C2)C(=O)OC(C)(C)C)C(=C1)OC